NC1=C(C=C(C=C1)C(C)=O)C=1N=CN(C1)C 1-(4-amino-3-(1-methyl-1H-imidazol-4-yl)phenyl)ethan-1-one